CN1CCC(CC1)NC1=CC=C2C(NC(=NC2=C1)CSC1CCOCC1)=O 7-((1-Methylpiperidin-4-yl)amino)-2-(((tetrahydro-2H-pyran-4-yl)thio)methyl)quinazolin-4(3H)-one